tert-butyl (2S,4R)-2-((6-bromo-5-methylpyridin-2-yl)carbamoyl)-4-fluoropyrrolidine-1-carboxylate BrC1=C(C=CC(=N1)NC(=O)[C@H]1N(C[C@@H](C1)F)C(=O)OC(C)(C)C)C